Cl.NC1CC2(C1)CC(C2)C(=O)OC (racemic)-methyl 2-aminospiro[3.3]heptane-6-carboxylate hydrochloride salt